2-[2-{[(1S)-1-{4-[(3,3-Difluoropiperidin-1-yl)methyl]phenyl}ethyl]amino}-7-oxopyrido[2,3-d]pyrimidin-8(7H)-yl]propannitril FC1(CN(CCC1)CC1=CC=C(C=C1)[C@H](C)NC=1N=CC2=C(N1)N(C(C=C2)=O)C(C#N)C)F